C=C1COC2(OC1)OCC1(CO2)C2C=CC(C1)C2 5''-methylidenedispiro[bicyclo[2.2.1]hept-5-ene-2,5'-[1,3]dioxane-2',2''-[1,3]dioxane]